glyceryl mono-valerate C(CCCC)(=O)OCC(O)CO